4-morpholino-2-(3-(m-tolyl)-1H-pyrazol-1-yl)furo[3,2-d]pyrimidine-6-carboxamide O1CCN(CC1)C=1C2=C(N=C(N1)N1N=C(C=C1)C=1C=C(C=CC1)C)C=C(O2)C(=O)N